methyl 4-[(tert-butoxycarbonyl)(methyl)amino]oxane-4-carboxylate C(C)(C)(C)OC(=O)N(C1(CCOCC1)C(=O)OC)C